C\C(=C/CN(OC[C@@H]1C(C([C@@H](O1)N1C(NC(C=C1)=O)=O)OC)O[Si](C)(C)C(C)(C)C)C\C=C(\CCC=C(C)C)/C)\CCC=C(C)C 1-[(2R,5R)-5-[[bis[(2E)-3,7-dimethylocta-2,6-dienyl]amino]oxymethyl]-4-[tert-butyl(dimethyl)silyl]oxy-3-methoxy-tetrahydrofuran-2-yl]pyrimidine-2,4-dione